C(CCCCCCCCCCCCCCCCC)(=O)[O-].C(CCCCCCCCCCCCCCCCC)(=O)[O-].[Al+2] aluminum bis(stearate)